ClC=1C=C(C=CC1OCC1CC1)C=1C(=CC(=NC1)C=O)OC [5-(3-chloro-4-cyclopropylmethoxy-phenyl)-4-methoxy-pyridin-2-yl]-methanone